3-acrylamidopropyldimethylethoxysilane C(C=C)(=O)NCCC[Si](OCC)(C)C